NC1=C(C(=NC(=N1)N1CCC2(CC(CCO2)N)CC1)C(=O)N)C1=C(C(=CC=C1)Cl)Cl 6-amino-2-{4-amino-1-oxa-9-azaspiro[5.5]undecan-9-yl}-5-(2,3-dichlorophenyl)pyrimidine-4-carboxamide